C(C)(C)(C)OC(=O)N1[C@H]2CN([C@@H](C1)C2)C2=CC=C(C=C2)B2OC(C(O2)(C)C)(C)C (1R,4R)-5-[4-(4,4,5,5-tetramethyl-1,3,2-dioxaborolan-2-yl)phenyl]-2,5-diazabicyclo[2.2.1]heptane-2-carboxylic acid tert-butyl ester